2-{[6-({5-[6-Cyclopropyl-5-(trifluoromethyl)pyridin-3-yl]-7-({[1-(methoxymethyl)cyclopentyl]methyl}(methyl)amino)-1H-imidazo[4,5-b]pyridin-2-yl}carbamoyl)pyrimidin-4-yl]oxy}acetic acid C1(CC1)C1=C(C=C(C=N1)C1=CC(=C2C(=N1)N=C(N2)NC(=O)C2=CC(=NC=N2)OCC(=O)O)N(C)CC2(CCCC2)COC)C(F)(F)F